tert-butyl (S)-(3-(2',3'-dichloro-6-methoxy-[2,4'-bipyridin]-5-yl)propyl)((5-oxopyrrolidin-2-yl)methyl)carbamate ClC1=NC=CC(=C1Cl)C1=NC(=C(C=C1)CCCN(C(OC(C)(C)C)=O)C[C@H]1NC(CC1)=O)OC